4-amino-N-methyl-N-(4-(pentafluoro-lambda~6~-sulfanyl)benzyl)-1,3-dihydrofuro[3,4-c]quinoline-8-carboxamide NC1=NC=2C=CC(=CC2C2=C1COC2)C(=O)N(CC2=CC=C(C=C2)S(F)(F)(F)(F)F)C